CC1=C(C(=C(NC1=O)C)C(=O)N)C1=CC=CC=C1 dimethyl-6-oxo-4-phenyl-1,6-dihydropyridin-3-carboxamid